6-methyl-N-[4-(methylsulfonyl)benzyl]-2-oxo-5-(2-pyridin-3-ylethyl)-1-[3-(trifluoromethyl)phenyl]-1,2-dihydropyridine-3-carboxamide CC1=C(C=C(C(N1C1=CC(=CC=C1)C(F)(F)F)=O)C(=O)NCC1=CC=C(C=C1)S(=O)(=O)C)CCC=1C=NC=CC1